FC=1C=C(C#N)C=C(C1)[C@H]1N(OCC1)C(=O)[C@@H]1C[C@H](C1)CN1C=NC2=C1C=CC(=C2)F trans-3-fluoro-5-((S)-2-(3-((5-fluoro-1H-benzo[d]imidazol-1-yl)methyl)cyclobutane-1-carbonyl)isoxazolidin-3-yl)benzonitrile